5,10-methenyltetrahydrofolic acid C(CC[C@@H](C(=O)O)NC(=O)C1=CC=C(N2C=[N+]3C=4C(NC(=NC4NCC3C2)N)=O)C=C1)(=O)O